6-chloro-3-((3-hydroxycyclobutyl)methyl)-1,3,4,9-tetrahydro-[1,2,6]thiadiazino[4,3-g]indole 2,2-dioxide ClC=1C=2C=CNC2C2=C(C1)CN(S(N2)(=O)=O)CC2CC(C2)O